4-(6-azidohexanoyl)piperazine-1-carbohydrazide 2,2,2-trifluoroacetate tert-butyl-2-(4-(6-azidohexanoyl)piperazine-1-carbonyl)hydrazine-1-carboxylate C(C)(C)(C)OC(=O)NNC(=O)N1CCN(CC1)C(CCCCCN=[N+]=[N-])=O.FC(C(=O)O)(F)F.N(=[N+]=[N-])CCCCCC(=O)N1CCN(CC1)C(=O)NN